FC1=CC2=C(N(N=N2)[C@H](C(=O)N2[C@@H](C[C@H](C2)O)C(=O)NC)C(C)C)C=C1F (2S,4R)-1-((S)-2-(5,6-difluoro-1H-benzo[d][1,2,3]triazol-1-yl)-3-methylbutanoyl)-4-hydroxy-N-methylpyrrolidine-2-carboxamide